FC1=C2C=CN(C2=CC=C1F)C1CN(CC1)CCOC 4,5-Difluoro-1-(1-(2-methoxyethyl)pyrrolidin-3-yl)-1H-indole